(3S)-4-(5-Bromo-3-methyl-2-pyridyl)-3-methyl-morpholine BrC=1C=C(C(=NC1)N1[C@H](COCC1)C)C